methyl 4-(3-fluoro-2-(3-hydroxycyclobutyl) phenyl)-2-methyl-5-oxo-1,4,5,7-tetrahydrofuro[3,4-b]pyridine-3-carboxylate FC=1C(=C(C=CC1)C1C2=C(NC(=C1C(=O)OC)C)COC2=O)C2CC(C2)O